ClC=1C=2C(N=C3N(C2C=CC1)C1=CC(=CC=C1C3(C)C)N3CC1N(C(C3)C1)C(=O)OC(C)(C)C)=O tert-butyl 3-(4-chloro-7,7-dimethyl-5-oxo-5,7-dihydroindolo[1,2-a]quinazolin-10-yl)-3,6-diazabicyclo[3.1.1]heptane-6-carboxylate